6-Chloro-8-(7-(difluoromethyl)-6-(1-methyl-1H-pyrazol-4-yl)-3,4-dihydroquinolin-1(2H)-yl)-3,4-Dihydroxyisoquinoline ClC=1C=C2C(=C(N=CC2=C(C1)N1CCCC2=CC(=C(C=C12)C(F)F)C=1C=NN(C1)C)O)O